perfluorohexyl-ethylmethyl-diethoxysilane FC(C(F)(F)F)(O[Si](OC(C(F)(F)F)(F)F)(C(F)(F)F)C(C(F)(F)F)(F)F)C(C(C(C(C(C(F)(F)F)(F)F)(F)F)(F)F)(F)F)(F)F